Cl.CC1=CC=CC(=N1)C1=NNC=C1C1=NC2=CC=CN=C2C=C1 2-(3-(6-methylpyridin-2-yl)-1H-pyrazol-4-yl)-1,5-naphthyridine, hydrochloride